C(CSSCCC(C(=O)O)N)C(C(=O)O)N The molecule is an organic disulfide obtained by oxidative dimerisation of homocysteine. It has a role as a human metabolite. It is a tautomer of a homocystine zwitterion.